(S)-N-(4-fluorophenyl)-N-methyl-5-(pyridin-2-yl)-1,2,5-thiadiazolidine-3-carboxamide 1,1-dioxide FC1=CC=C(C=C1)N(C(=O)[C@H]1NS(N(C1)C1=NC=CC=C1)(=O)=O)C